C(C)(=O)N1CCC(CC1)C(=O)N(C)[C@H](C(F)(F)F)C1=CC=C(C=C1)Br 1-acetyl-N-[(1S)-1-(4-bromophenyl)-2,2,2-trifluoroethyl]-N-methylpiperidine-4-carboxamide